FC(C=1C(=NC=C(C1)N=C(C1=CC=CC=C1)C1=CC=CC=C1)OCC(=O)N(C)C)F 2-((3-(difluoromethyl)-5-((diphenylmethylene)amino)pyridin-2-yl)oxy)-N,N-dimethylacetamide